O1C(=NC2=C1C=C(C=C2)O)O 2,6-Benzoxazolediol